4-(dimethylamino)-N-[trans-(7RS,9RS)-3-cyclopropyl-9-[[4-(dimethylamino)benzoyl]amino]-5-(2-methylpropylsulfamoyl)-8,9-dihydro-7H-cyclopenta[h]isoquinolin-7-yl]benzamide CN(C1=CC=C(C(=O)N[C@@H]2C[C@H](C=3C2=CC(=C2C=C(N=CC32)C3CC3)S(NCC(C)C)(=O)=O)NC(C3=CC=C(C=C3)N(C)C)=O)C=C1)C |r|